C(C)(C)(C)C1=C(OCC(=O)NC2=C(C=C(C=C2)O)F)C=CC=C1 2-(2-(tert-butyl)phenoxy)-N-(2-fluoro-4-hydroxyphenyl)acetamide